NC1C2=CC=CC=C2CC12CCN(CC2)C2=NC=C(C([C@H]2C)=O)SC2=C(C(=NC=C2)N)Cl (S)-2-(1-amino-1,3-dihydrospiro[inden-2,4'-piperidin]-1'-yl)-5-((2-amino-3-chloropyridin-4-yl)thio)-3-methylpyridin-4(3H)-one